1,1,3-tris(2-methyl-hydroxy-5-tert-butylphenyl)butane CC1=C(C=C(C=C1O)C(C)(C)C)C(CC(C)C1=C(C(=CC(=C1)C(C)(C)C)O)C)C1=C(C(=CC(=C1)C(C)(C)C)O)C